CC=1N=C2N(C=C(N=C2C=2OC(=CC2)C)NC(C)=O)C1 N-[2-methyl-8-(5-methylfuran-2-yl)imidazo[1,2-a]pyrazin-6-yl]acetamide